C(C)N(CC)[SiH2]C=C(CCOCC)CCOCC (diethylamino)di(ethoxyethyl)vinylsilane